D(-)-Ribulose C([C@H]([C@H](C(=O)CO)O)O)O